2-[2-(aminomethyl)-3,3-difluoro-allyl]-4-[[6-(1,3-benzodioxol-5-yl)benzothiophen-2-yl]methyl]-1,2,4-triazol-3-one NCC(CN1N=CN(C1=O)CC=1SC2=C(C1)C=CC(=C2)C2=CC1=C(OCO1)C=C2)=C(F)F